(E)-3-[3-[[2-Hydroxyethyl(methyl)amino]methyl]phenyl]-1-(4-methoxyphenyl)prop-2-en-1-one OCCN(C)CC=1C=C(C=CC1)/C=C/C(=O)C1=CC=C(C=C1)OC